C1(CCCC1)N1C(C(=CC2=C1N=C(N=C2)NC2=CC=C1CCN(CC1=C2)C(CN(C)C)=O)C#N)=O 8-cyclopentyl-2-((2-(dimethylglycyl)-1,2,3,4-tetrahydroisoquinolin-7-yl)amino)-7-oxo-7,8-dihydropyrido[2,3-d]pyrimidine-6-carbonitrile